OCCCCN(CCCCCCCC(=O)OC(CCCCCCCC(F)(F)F)CCCCCCCC(F)(F)F)CCCCCC(OCCCCCCCCCCC(F)(F)F)=O 1,1,1,17,17,17-Hexafluoroheptadecan-9-yl 8-((4-hydroxybutyl)(6-oxo-6-((11,11,11-trifluoroundecyl)oxy)hexyl)amino)octanoate